N-[(3S,6R)-6-(5-chloro-1,3-benzoxazol-2-yl)piperidin-3-yl]-2-(4-chloro-3-fluorophenoxy)acetamide ClC=1C=CC2=C(N=C(O2)[C@H]2CC[C@@H](CN2)NC(COC2=CC(=C(C=C2)Cl)F)=O)C1